7-chloro-3-(4-methylpyridin-3-yl)-1H-1,6-naphthyridin-2-one ClC1=NC=C2C=C(C(NC2=C1)=O)C=1C=NC=CC1C